C(C)C(C)NCC(=O)O N-(1-ethylethyl)glycine